N1C=CC2=C(C=CC=C12)SC=1N=CC(=NC1N)N1CCC2([C@H](CC(C2)=O)N)CC1 (S)-8-(5-((1H-indol-4-yl)thio)-6-aminopyrazin-2-yl)-2-oxo-8-azaspiro[4.5]decan-4-amine